zirconium diethoxide bis(ethylacetoacetate) C(C)CC(CC(=O)[O-])=O.C(C)CC(CC(=O)[O-])=O.[O-]CC.[O-]CC.[Zr+4]